NC1=C2N=C(N(C2=NC(=N1)OCCCC)CC1=C(C=C(C=C1)CN1CCC(CC1)CN)OC)O 6-amino-9-(4-((4-(aminomethyl)piperidin-1-yl)methyl)-2-methoxybenzyl)-2-butoxy-9H-purin-8-ol